C(#N)C1(CCN(CC1)C(=O)NC=1SC(=C(N1)C1=CC(=CC=C1)C#N)C1=CC(=NC(=C1)C)C)C#N 4,4-Dicyano-N-[4-(3-cyanophenyl)-5-(2,6-dimethyl-4-pyridyl)thiazol-2-yl]piperidine-1-carboxamide